N[C@H](C)C=1C(=C(C=CC1)C1=CC(=CC(=C1)N1CCC2(CC2)CC1)COC1=C(C=CC=C1)CC(=O)O)F (R)-2-(2-((3'-(1-aminoethyl)-2'-fluoro-5-(6-azaspiro[2.5]octan-6-yl)-[1,1'-biphenyl]-3-yl)methoxy)phenyl)acetic acid